4-chloro-1-(benzenesulfonyl)-1H-pyrrolo[2,3-b]pyridine-5-carbonitrile ClC1=C2C(=NC=C1C#N)N(C=C2)S(=O)(=O)C2=CC=CC=C2